3,3-dihydroxypropionic acid OC(CC(=O)O)O